FC1=C(C=CC=2NC(=NC21)CNC2=NC(=NC=1N2N=CC1C1CCOCC1)N1CCOCC1)F N-[(4,5-difluoro-1H-benzimidazol-2-yl)methyl]-2-(morpholin-4-yl)-8-(oxan-4-yl)pyrazolo[1,5-a][1,3,5]triazin-4-amine